C(C)(C)N(CCC)CC1=CC2=C(C(N(C=C2C(F)(F)F)C2=CC(=CC=C2)C2(CC(C2)OC)C2=NN=CN2C)=O)N1 2-((isopropyl(propyl)amino)methyl)-6-(3-((1s,3s)-3-methoxy-1-(4-methyl-4H-1,2,4-triazol-3-yl)cyclobutyl)phenyl)-4-(trifluoromethyl)-1,6-dihydro-7H-pyrrolo[2,3-c]pyridin-7-one